5-bromo-2-(1,2,3,6-tetrahydropyridin-4-yl)benzo[d]thiazole BrC=1C=CC2=C(N=C(S2)C=2CCNCC2)C1